N-(4-amino-5-(3-methylpyridin-2-yl)phenyl)acrylamide NC1=CC=C(C=C1C1=NC=CC=C1C)NC(C=C)=O